C=C1CC=CC2=CC=CC=C12 4-methylenenaphthalene